2'',4'',7''-trimethyl-2'',3''-dihydrodispiro[[1,3]dioxolane-2,1'-cyclohexane-4',1''-indene] CC1C2(C3=C(C=CC(=C3C1)C)C)CCC1(CC2)OCCO1